tert-butyl (1S)-4-hydroxy-1,2,3,4-tetrahydronaphthalene-1-carbamate OC1CC[C@@H](C2=CC=CC=C12)NC(=O)OC(C)(C)C